C(C1=CC=CC=C1)C1(CC(=NO1)COCC1=CC(=CC=C1)Cl)C(=O)O 5-benzyl-3-(((3-chlorobenzyl)oxy)methyl)-4,5-dihydroisoxazole-5-carboxylic acid